CC(CNC(NC1=NC=C(C(=O)OC)C=C1)=N)(COC1=CC=C(C=C1)C(F)(F)F)C methyl 6-(3-(2,2-dimethyl-3-(4-(trifluoromethyl)phenoxy)propyl)guanidino)nicotinate